N1=C(C=CC=C1)NC(C)=O N-(2-pyridinyl)acetamide